O=C1N(C2=CC=CC=C2C(N1C1=C(C=C(C(=C1)F)F)F)=O)CC1=CC=C(C(=O)NO)C=C1 4-((2,4-dioxo-3-(2,4,5-trifluorophenyl)-3,4-dihydroquinazolin-1(2H)-yl)methyl)-N-hydroxybenzoamide